BrC1=CC=2N(C(N(C(C2S1)=O)C=1C=2C(C=NC1)=NN(C2C)C)=O)CCC#N 3-(6-bromo-3-(2,3-dimethyl-2H-pyrazolo[3,4-C]pyridin-4-yl)-2,4-dioxo-3,4-dihydrothieno[3,2-d]pyrimidin-1(2H)-yl)propionitrile